N-(pentan-3-yl)-2,3-dihydrobenzo[b][1,4]dioxine-6-carboxamide CCC(CC)NC(=O)C1=CC2=C(OCCO2)C=C1